C(C)(C)(C)OC(=O)NC(CC(=O)O)C1=CC=CC=C1.ClC=1C=C(N)C=CC1OCC=1N=NC=CC1 3-chloro-4-(pyridazin-3-ylmethoxy)aniline 3-[(tert-butoxycarbonyl)amino]-3-phenylpropanoate